1-methyl-3-difluoromethyl-4-pyrazoleformyl chloride CN1N=C(C(=C1)C(=O)Cl)C(F)F